BrC1=C2C=CN(C(C2=C(N=C1)Cl)=O)C 5-bromo-8-chloro-2-methyl-2,7-naphthyridin-1(2H)-one